4-methyl-3-[4-(5-methyl-3-phenyl-1H-pyrazol-4-yl)phenyl]benzenesulfonamide CC1=C(C=C(C=C1)S(=O)(=O)N)C1=CC=C(C=C1)C=1C(=NNC1C)C1=CC=CC=C1